BrC=1C=C(COC2=CC(=NC3=CC=CC=C23)C(=O)O)C=CC1 4-((3-Bromobenzyl)oxy)quinoline-2-carboxylic acid